(2S)-2-amino-3-(2-oxo-8-oxa-1-azaspiro[4.5]dec-3-yl)propanamide hydrochloride Cl.N[C@H](C(=O)N)CC1C(NC2(C1)CCOCC2)=O